C(C)(C)(C)OC(=O)NC1=C(C=CC=C1)NC(=O)C1=CC=C(C=C1)NC(CCCCCCCC(=O)O)=O 9-((4-((2-((tert-butoxycarbonyl)amino)phenyl)carbamoyl)phenyl)amino)-9-oxononanoic acid